N-(2'-chloro-2-fluoro-3'-(4-methoxy-5-(((2-methoxypyridin-4-yl)amino)methyl)picolinamido)-[1,1'-biphenyl]-3-yl)-1,5-dimethyl-4,5,6,7-tetrahydro-1H-imidazo[4,5-c]pyridine-2-carboxamide ClC1=C(C=CC=C1NC(C1=NC=C(C(=C1)OC)CNC1=CC(=NC=C1)OC)=O)C1=C(C(=CC=C1)NC(=O)C=1N(C2=C(CN(CC2)C)N1)C)F